ethyl 4-[[2-fluoro-1-phenyl-ethyl]amino]-2-(3-methyl-4-methylsulfonyl-anilino)pyrimidine-5-carboxylate FCC(C1=CC=CC=C1)NC1=NC(=NC=C1C(=O)OCC)NC1=CC(=C(C=C1)S(=O)(=O)C)C